C1(=CC(=CC=C1)C1=NC(=NC(=C1)C1=CC(=CC=C1)Br)C1=CC=C(C=C1)C)C1=CC=CC=C1 4-Biphenyl-3-yl-6-(3-bromophenyl)-2-p-tolyl-pyrimidine